C(C(C)=C)S(=O)(=O)[O-].[Na+] sodium methallylsulfonate salt